BrC1=C2C=CN(C2=C(C=C1)Cl)C(=O)OC(C)(C)C tert-Butyl 4-bromo-7-chloro-1H-indole-1-carboxylate